ClC1=C(OCC2=C(C(=O)O)C=C(C=C2)C#N)C=CC(=C1)C(F)(F)F ((2-chloro-4-(trifluoromethyl)phenoxy)methyl)-5-cyanobenzoic acid